ClC1=CN=C2C(=N1)N(N=C2)CCOC(F)(F)F 6-chloro-1-(2-(trifluoromethoxy)ethyl)-1H-pyrazolo[3,4-b]pyrazine